3-[4-(4-piperidyl)anilino]Piperidine-2,6-dione hydrochloride Cl.N1CCC(CC1)C1=CC=C(NC2C(NC(CC2)=O)=O)C=C1